FC(C=1N=C2N(N=C(C(=C2)C)N2CCC(CC2)([2H])OC2=CC3=C(OCCO3)C=C2)C(C1)=O)F 2-(difluoromethyl)-7-(4-((2,3-dihydrobenzo[b][1,4]dioxin-6-yl)oxy)piperidin-1-yl-4-d)-8-methyl-4H-pyrimido[1,2-b]pyridazin-4-one